(1R,5S)-3-hydroxy-8-azabicyclo[3.2.1]octane-8-carboxylic acid tert-butyl ester C(C)(C)(C)OC(=O)N1[C@H]2CC(C[C@@H]1CC2)O